2-((dimethylamino)methylene)-5-phenylcyclohexane-1,3-dione CN(C)C=C1C(CC(CC1=O)C1=CC=CC=C1)=O